C(C1=CC=CC=C1)(=O)ON(CC=C)CC=C O-benzoyl-N,N-diallylhydroxylamine